6-cyano-2-(5-cyano-2-methoxyphenyl)nicotinic acid C(#N)C1=NC(=C(C(=O)O)C=C1)C1=C(C=CC(=C1)C#N)OC